ClC=1C=C2C(=CC(=NC2=CC1)C(F)(F)F)N[C@@H]1C[C@@H](CCC1)NC(=O)C=1C(=NN(C1)CC(F)(F)F)C#N N-[(1R,3S)-3-{[6-chloro-2-(trifluoromethyl)quinolin-4-yl]amino}cyclohexyl]-3-cyano-1-(2,2,2-trifluoroethyl)-1H-pyrazole-4-carboxamide